tert-butyl N-[2-[2-[2-[2-[2-[2-(2-azidoethoxy)ethoxy]ethoxy] ethoxy]ethoxy]ethoxy] ethyl]-N-methyl-carbamate N(=[N+]=[N-])CCOCCOCCOCCOCCOCCOCCN(C(OC(C)(C)C)=O)C